C(C=C)OC1CCC(CC1)C(=O)N(C[C@@H]1CC[C@H](CC1)C1=CC(=C(C=C1)OC)C)C1=CC(=CC=C1)C1=CN=C(S1)C1CC1 4-(allyloxy)-N-(3-(2-cyclopropylthiazol-5-yl)phenyl)-N-((trans-4-(4-methoxy-3-methylphenyl)cyclohexyl)methyl)cyclohexanecarboxamide